6-((1S,2S)-1-methyl-2-(pyrimidin-2-yl)cyclobutyl)-4-oxo-1-((S)-1-(6-(trifluoromethyl)pyridin-3-yl)ethyl)-4,5-dihydro-1H-pyrazolo[3,4-d]pyrimidine-3-carbonitrile C[C@]1([C@H](CC1)C1=NC=CC=N1)C=1NC(C2=C(N1)N(N=C2C#N)[C@@H](C)C=2C=NC(=CC2)C(F)(F)F)=O